FC(OC=1C=C(C=NC1)NC(=O)C1=CSC=2CNCCC21)(F)F N-(5-(trifluoromethoxy)pyridin-3-yl)-4,5,6,7-tetrahydrothieno[2,3-c]pyridine-3-carboxamide